potassium (3-(benzyl oxy)prop-1-en-2-yl)trifluoroborate C(C1=CC=CC=C1)OCC(=C)[B-](F)(F)F.[K+]